BrC=1C=C2C=C(N(C2=CC1)C1=NC=C(C=C1)[N+](=O)[O-])C 5-bromo-2-methyl-1-(5-nitropyridin-2-yl)-1H-indole